(2S,3S)-2-amino-3-(1H-indol-3-yl)-3-phenylpropanoic acid N[C@H](C(=O)O)[C@@H](C1=CC=CC=C1)C1=CNC2=CC=CC=C12